(2,3,4,5,6-Pentafluorophenyl) 6-chloro-3-[(1R)-1-(2-cyclopropyl-3,6-dimethyl-4-oxo-chromen-8-yl)ethoxy]pyridine-2-sulfonate ClC1=CC=C(C(=N1)S(=O)(=O)OC1=C(C(=C(C(=C1F)F)F)F)F)O[C@H](C)C=1C=C(C=C2C(C(=C(OC12)C1CC1)C)=O)C